4-[4-(diphenylmethyl)-1-piperazinyl]-3-[[[(phenylmethyl)amino]carbonyl]amino]-benzamide C1(=CC=CC=C1)C(N1CCN(CC1)C1=C(C=C(C(=O)N)C=C1)NC(=O)NCC1=CC=CC=C1)C1=CC=CC=C1